F[B-](F)(F)F.FN1C(C=C(C=C1C)C)C N-fluoro-2,4,6-trimethylpyridine tetrafluoroborate